4-hydroxycarbonyltetracyclo[6.2.1.13,6.02,7]dodec-9-ene OC(=O)C1C2C3C4C=CC(C3C(C1)C2)C4